N1N=CC2=CC(=CC=C12)NC1=NC=CC(=N1)C1=CC=C(C(=O)NCC#N)C=C1 4-(2-(1H-indazol-5-ylamino)pyrimidin-4-yl)-N-(cyanomethyl)benzamide